C1(CC1)\C=N/O Z-cyclopropaneformaldoxime